methylidene-beta-formamidopropionitrile C=C(C#N)CNC=O